5-(2-aminoethylamino)-1-naphthalenesulfonic acid NCCNC1=C2C=CC=C(C2=CC=C1)S(=O)(=O)O